methyl 4-chloro-5-{2-[2-(7-methylquinoline-8-sulfonamido)phenyl]-ethynyl}pyridine-2-carboxylate ClC1=CC(=NC=C1C#CC1=C(C=CC=C1)NS(=O)(=O)C=1C(=CC=C2C=CC=NC12)C)C(=O)OC